((4-aminobenzyl)azanediyl)bis(hexane-6,1-diyl) bis(2-hexyldecanoate)-[((4-aminobenzyl)azanediyl)bis(hexane-6,1-diyl) bis(2-hexyldecanoate)] NC1=CC=C(CN(CCCCCCC(C(=O)O)(CCCCCCCC)CCCCCC)CCCCCCC(C(=O)O)(CCCCCCCC)CCCCCC)C=C1.C(CCCCC)C(C(=O)OCCCCCCN(CCCCCCOC(C(CCCCCCCC)CCCCCC)=O)CC1=CC=C(C=C1)N)CCCCCCCC